C(C)(C)(C)C1=CC=C(C=C1)C=1SC2=C(N1)NC(=C2)C(=O)O 2-(4-tert-butylphenyl)-4H-pyrrolo[2,3-d]thiazole-5-carboxylic acid